C(N)(=O)C1=CC(=NC2=C1N=CN=C2N[C@@H]2CN(C[C@H](C2)F)C(=O)OC(C)(C)C)C=2C(=NN(C2)CC)C tert-butyl (3S,5S)-3-((8-carbamoyl-6-(1-ethyl-3-methyl-1H-pyrazol-4-yl) pyrido[3,2-d]pyrimidin-4-yl) amino)-5-fluoropiperidine-1-carboxylate